ClC1=C(C=NNC1=O)N1CC=2N=CN=C(C2CC1)OC1=C(C#N)C=C(C=C1)F 2-((7-(5-chloro-6-oxo-1,6-dihydropyridazin-4-yl)-5,6,7,8-tetrahydropyrido[3,4-d]pyrimidin-4-yl)oxy)-5-fluorobenzonitrile